C(C1=CC=CC=C1)NCC1=CC=CC=C1 (E)-N-benzyl-1-phenylmethylamine